tert-butyl (R)-(1-(3-amino-4-(methylamino)benzoyl)piperidin-3-yl)carbamate NC=1C=C(C(=O)N2C[C@@H](CCC2)NC(OC(C)(C)C)=O)C=CC1NC